C(C)(C)(C)OC(=O)N1CC2=CC=C(C=C2CC1)N tert-butyl-6-amino-3,4-dihydroisoquinoline-2(1H)-carboxylate